7-(hydroxymethyl)-1-methyl-1,5-dihydro-4H-pyrrolo[3,2-c]quinolin-4-one OCC=1C=CC=2C3=C(C(NC2C1)=O)C=CN3C